NC(C(=O)NC(C(=O)OCC)CCC(C=[N+]=[N-])=O)CC(C)C Ethyl 2-(2-amino-4-methylpentanamido)-6-diazo-5-oxohexanoate